ClC1=C(C=CC(=C1)Cl)C1(CC1)C1=NOC(=N1)C1=NNC(=C1)C(F)F 3-[1-(2,4-dichlorophenyl)cyclopropyl]-5-[5-(difluoromethyl)-1H-pyrazol-3-yl]-1,2,4-oxadiazole